C(C)(C)(C)OC(=O)NC1=CC=C2N=C3C(C=4C=C(C=CC4N3C(C2=C1)=O)C=1N=NNN1)=O 5-{6-(tert-butoxycarbonylamino)-9,17-dioxo-2,10-diazatetracyclo[8.7.0.03,8.011,16]heptadeca-1,3,5,7,11(16),12,14-heptaen-14-yl}-2H-tetraazole